(5-(2,5-dimethyl-1H-pyrrol-1-yl)-2-fluorophenyl)oxetan-3-ol CC=1N(C(=CC1)C)C=1C=CC(=C(C1)C1OCC1O)F